CC1=NC2=CC3=C(C=C2C(N1[C@H]1C(NC(CC1)=O)=O)=O)CCNC3 (R)-3-(2-methyl-4-oxo-6,7,8,9-tetrahydropyrido[4,3-g]quinazolin-3(4H)-yl)piperidine-2,6-dione